(2R,4S)-2-(2-(4-(3-amino-6-bromoquinolin-4-ylamino)butoxy)-5-fluoropyridin-3-yl)-4-fluoropyrrolidine-1-carboxylic acid tert-butyl ester C(C)(C)(C)OC(=O)N1[C@H](C[C@@H](C1)F)C=1C(=NC=C(C1)F)OCCCCNC1=C(C=NC2=CC=C(C=C12)Br)N